CN1C[C@H]([C@@H](CC1)C=1SC2=C(N1)C=C(C=C2)[C@@H]2NC[C@H](CC2)C)C |r| 2-[rac-(3S,4R)-1,3-dimethyl-4-piperidyl]-5-[rac-(2R,5S)-5-methyl-2-piperidyl]-1,3-benzothiazole